CS(=O)(=O)OCC1=CN=NC=C1 pyridazin-4-ylmethyl methanesulfonate